ClC=1C=C(C=CC1)S(=O)(=O)NC(CCCC)C#N 3-Chloro-N-(1-cyanopentyl)benzenesulfonamide